N1(CCCCC1)CCOCCN(C)C 2-[2-(1-piperidinyl)ethoxy]ethyl-N,N-dimethyl-amine